(2R,4S)-N-((S)-1-(((3-chloro-1H-pyrrolo[2,3-b]pyridin-5-yl)methyl)amino)-1-oxopropan-2-yl)-4-phenylpiperidine-2-carboxamide ClC1=CNC2=NC=C(C=C21)CNC([C@H](C)NC(=O)[C@@H]2NCC[C@@H](C2)C2=CC=CC=C2)=O